3,3'-(pentane-1,5-diylbis(oxy))bis(propan-1-ol) C(CCCCOCCCO)OCCCO